OC=1C(=C(C=NC1C(=O)NCC(=O)OCC)C1=NC=CC=C1)C ethyl (5'-hydroxy-4'-methyl-[2,3'-bipyridine]-6'-carbonyl)glycinate